(3S,4S)-1-(4-((3S,4S)-3-(3-(4-fluorobenzyl)ureido)-4-methoxypyrrolidine-1-carbonyl)benzoyl)-N3,N4-bis((1S,2R)-2-phenylcyclopropyl)pyrrolidine-3,4-dicarboxamide FC1=CC=C(CNC(N[C@H]2CN(C[C@@H]2OC)C(=O)C2=CC=C(C(=O)N3C[C@H]([C@@H](C3)C(=O)N[C@@H]3[C@H](C3)C3=CC=CC=C3)C(=O)N[C@@H]3[C@H](C3)C3=CC=CC=C3)C=C2)=O)C=C1